N[C@@H](CCCCN)C(=O)[O-].[Mg+2].N[C@@H](CCCCN)C(=O)[O-] Magnesium lysinate